1-(4-(4-fluorophenyl)-3,4-dihydroquinoxaline-1(2H)-yl)-3-morpholinopropan-1-one FC1=CC=C(C=C1)N1CCN(C2=CC=CC=C12)C(CCN1CCOCC1)=O